C(C1=CC=CC=C1)(C1=CC=CC=C1)N1CCC2(CN(C2)CC2=C3CN(C(C3=CC=C2)=O)C2C(NC(CC2)=O)=O)CC1 3-(4-((7-benzhydryl-2,7-diazaspiro[3.5]nonan-2-yl)methyl)-1-oxoisoindolin-2-yl)piperidine-2,6-dione